N-[3-chloro-4-[4-(1-methylpiperidine-4-carbonyl)piperazine-1-carbonyl]phenyl]-5-[1-[4-(methoxymethyl)-1H-pyrazol-3-yl]-3-(trifluoromethyl)pyrazol-4-yl]-1-methyl-imidazole-2-carboxamide ClC=1C=C(C=CC1C(=O)N1CCN(CC1)C(=O)C1CCN(CC1)C)NC(=O)C=1N(C(=CN1)C=1C(=NN(C1)C1=NNC=C1COC)C(F)(F)F)C